C(C)(C)(C)OC(=O)N1C[C@@H](CCC1)NC=1N=NC=C(N1)C1CC1 (R)-3-((5-cyclopropyl-1,2,4-triazin-3-yl)amino)piperidine-1-carboxylic acid tert-butyl ester